tert-Butyl ((3R,4R)-1-(6-cyano-1-((5-methoxypyrimidin-2-yl)methyl)-1H-benzo[d]imidazol-2-yl)-4-fluoropiperidin-3-yl)carbamate C(#N)C=1C=CC2=C(N(C(=N2)N2C[C@H]([C@@H](CC2)F)NC(OC(C)(C)C)=O)CC2=NC=C(C=N2)OC)C1